5-((2S,3R,4S,5R)-3,4-dihydroxy-5-(hydroxymethyl)tetrahydrofuran-2-yl)-1-(3-cyclobutoxy)pyrimidine-2,4(1H,3H)-dione O[C@H]1[C@@H](O[C@@H]([C@H]1O)CO)C=1C(NC(N(C1)OC1CCC1)=O)=O